2-propylisoquinoline C(CC)N1CC2=CC=CC=C2C=C1